(3-fluorobicyclo(1.1.1)pentan-1-yl)methanol FC12CC(C1)(C2)CO